C(C)OC(CCC(=O)C1=NC(=CC(=C1O)Br)CC1=C(C(=CC=C1F)Cl)F)=O 4-[4-Bromo-6-(3-chloro-2,6-difluoro-benzyl)-3-hydroxy-pyridin-2-yl]-4-oxo-butyric acid ethyl ester